N-(thiazol-2-yl)-1H-indazole-1-sulfonamide S1C(=NC=C1)NS(=O)(=O)N1N=CC2=CC=CC=C12